CC1=NC=CC(=C1)C=1C=2N(C(NC1C1=CC=CC=C1)=O)C=CN2 8-(2-methylpyridin-4-yl)-7-phenylimidazo[1,2-c]pyrimidin-5(6H)-one